1,3,5-tris(4-hydroxyphenylcarbonyl)benzene OC1=CC=C(C=C1)C(=O)C1=CC(=CC(=C1)C(=O)C1=CC=C(C=C1)O)C(=O)C1=CC=C(C=C1)O